ethylenebis(pentabromobenzene) C(CC1=C(C(=C(C(=C1Br)Br)Br)Br)Br)C1=C(C(=C(C(=C1Br)Br)Br)Br)Br